(2-bromo-5-fluorobenzyl)-8-(1-bromoethyl)-6-methyl-4H-chromen-4-one BrC1=C(CC=2OC3=C(C=C(C=C3C(C2)=O)C)C(C)Br)C=C(C=C1)F